C(C)(C)(C)OC(N[C@@H](C(=O)NC=1C=C2CC(CC2=C(C1)F)C=O)COC)=O N-[(1R)-2-[(7-fluoro-2-formyl-indan-5-yl)amino]-1-(methoxymethyl)-2-oxo-ethyl]carbamic acid tert-butyl ester